C(C)OC1=C(C=C2CCN(C(C2=C1)CCC1=CNC2=CC=C(C=C12)OC)C(=O)N1CCS(CC1)=O)OC (7-ethoxy-6-methoxy-1-(2-(5-methoxy-1H-indol-3-yl)ethyl)-3,4-dihydroisoquinolin-2(1H)-yl)(1-oxothiomorpholinyl)methanone